FC(C(=O)O)(C)C1=C(C(=CC=C1)OC)C 2-fluoro-2-(3-methoxy-2-methyl-phenyl)propionic acid